BrC1=C(C=C(C(=C1F)F)OC)CC(CC(=O)O)=O 4-(2-bromo-3,4-difluoro-5-methoxyphenyl)-3-oxobutanoic acid